(7-bromo-3-hydroxy-2-methyl-5-nitroindazol-6-yl)(2-chloro-5-fluorophenyl)methanone BrC1=C(C(=CC2=C(N(N=C12)C)O)[N+](=O)[O-])C(=O)C1=C(C=CC(=C1)F)Cl